tert-butyl (R)-3-(4-(5-chloro-4-((1-(2,4-dichlorophenyl)ethyl)amino)pyrimidin-2-yl)piperazine-1-carbonyl)-3-methylazetidine-1-carboxylate ClC=1C(=NC(=NC1)N1CCN(CC1)C(=O)C1(CN(C1)C(=O)OC(C)(C)C)C)N[C@H](C)C1=C(C=C(C=C1)Cl)Cl